1-(4-(1-(4-(trifluoromethoxy)phenyl)-1H-1,2,4-triazol-3-yl)phenyl)propan-2-ol FC(OC1=CC=C(C=C1)N1N=C(N=C1)C1=CC=C(C=C1)CC(C)O)(F)F